C(=C)CCN=C=O vinyl-ethyl isocyanate